5-[[5-(4-hydroxy-1-piperidinyl)-2-pyridinyl]amino]-7-isopropyl-3H-pyrido[2,3-d]pyrimidin-4-one OC1CCN(CC1)C=1C=CC(=NC1)NC1=CC(=NC=2N=CNC(C21)=O)C(C)C